ethyl 3-(benzyloxycarbonylamino)-4-hydroxycyclohexanecarboxylate C(C1=CC=CC=C1)OC(=O)NC1CC(CCC1O)C(=O)OCC